methylene-bis(4,6-di-t-butylphenyl) phosphate P1(=O)(OC2=C(C=C(C=C2C(C)(C)C)C(C)(C)C)CC2=C(C(=CC(=C2)C(C)(C)C)C(C)(C)C)O1)[O-]